C(#N)C1=C(C=NC=C1)C1=CC(=C(C=C1)NC(=O)C1=NN(C(C=C1)=O)C1=C(C=CC=C1F)F)N1CCC(CC1)NCCO N-(4-(4-cyanopyridin-3-yl)-2-(4-((2-hydroxyethyl)amino)piperidin-1-yl)phenyl)-1-(2,6-difluorophenyl)-6-oxo-1,6-dihydropyridazine-3-carboxamide